CC([C@H](C)N)(C)C |r| rac-(2S)-3,3-dimethyl-2-butylamine